4-(4-nitro-phenyl)-piperazine-1-carboxylic acid tert-butyl ester C(C)(C)(C)OC(=O)N1CCN(CC1)C1=CC=C(C=C1)[N+](=O)[O-]